cyclopentadienyl-cobalt (III) tris(diethylphosphite) C(C)P([O-])([O-])(O)CC.C(C)P(O)(O)(O)CC.C(C)P(O)(O)(O)CC.C1(C=CC=C1)[Co+2]